[4-(6-Amino-pyridazin-3-yl)-piperidin-1-yl]-(4'-chloro-biphenyl-4-yl)-methanone NC1=CC=C(N=N1)C1CCN(CC1)C(=O)C1=CC=C(C=C1)C1=CC=C(C=C1)Cl